[I-].C(C)N1CCN(CC1)C=1C=CC2=NC3=CC=C(C=C3[S+]=C2C1)N1CCN(CC1)CC 3,7-bis(4-ethylpiperazin-1-yl)phenothiazin-5-ium iodide